C(C1=CC=CC=C1)OC(=O)N1C(C[C@H](C1)NC)(C(=O)OCC1=CC=CC=C1)CC=CC (4R)-2-(but-2-enyl)-4-(methylamino)pyrrolidine-1,2-dicarboxylic acid dibenzyl ester